NC1=C(C=CC=C1O)C amino-m-cresol